1-(4-Fluorophenyl)-4-methoxy-N-(4-{[2-(5-{[(2-methoxyethyl)amino]methyl}pyridin-2-yl)thieno[3,2-b]pyridin-7-yl]oxy}phenyl)-2-oxo-1,2-dihydropyridin-3-carboxamid FC1=CC=C(C=C1)N1C(C(=C(C=C1)OC)C(=O)NC1=CC=C(C=C1)OC1=C2C(=NC=C1)C=C(S2)C2=NC=C(C=C2)CNCCOC)=O